N-(3-bromo-2-methylphenyl)-3-chloropropylamide BrC=1C(=C(C=CC1)[N-]CCCCl)C